C(C)(=O)CC(=S)[O-] acetylthioacetate